2-(2,3-Dihydro-[1,4]dioxino[2,3-b]pyridin-2-ylmethoxy)-9-(6-methoxy-pyridin-3-yl)-6,7-dihydro-pyrimido[6,1-a]isoquinolin-4-one O1C(COC2=NC=CC=C21)COC2=NC(N1C(C3=CC=C(C=C3CC1)C=1C=NC(=CC1)OC)=C2)=O